ClC1=CC(=C(C=N1)C(=O)OC)OC methyl 6-chloro-4-methoxy-pyridine-3-carboxylate